FC(OC[C@H]1N(C=CC(=C1)O)C1=CC=C(C(=O)OC)C=C1)F methyl 4-((2S,4S)-2-((difluoromethoxy)methyl)-4-hydroxypyridin-1-yl)benzoate